FC=1C(=CC=C2C(=NC(=NC12)OCC12CCCN2CCC1)N1C[C@H]2CC[C@@H](C1)N2CC(CNC(C)=O)O)C2=CC(=CC1=CC=CC=C21)O N-(3-((1R,5S)-3-(8-fluoro-7-(3-hydroxynaphthalen-1-yl)-2-((tetrahydro-1H-pyrrolizin-7a(5H)-yl)methoxy)quinazolin-4-yl)-3,8-diazabicyclo[3.2.1]octan-8-yl)-2-hydroxypropyl)acetamide